FC1(C(NC2=CC(=CC=C2C1C)SC)=O)F 3,3-difluoro-4-methyl-7-(methylsulfanyl)-1,2,3,4-tetrahydroquinolin-2-one